bromohexene CCCCC=CBr